[1-(trifluoromethyl)cyclopropanecarbonyl]isoindoline-1-carboxamide FC(C1(CC1)C(=O)C1(NCC2=CC=CC=C12)C(=O)N)(F)F